2-Cyclopropyl-6-(5-isopropoxy-1-trityl-1H-indazol-3-yl)-4-morpholinopyridazin-3(2H)-one C1(CC1)N1N=C(C=C(C1=O)N1CCOCC1)C1=NN(C2=CC=C(C=C12)OC(C)C)C(C1=CC=CC=C1)(C1=CC=CC=C1)C1=CC=CC=C1